COC1=CC=C(C=2NC(=NC21)NC(=O)C=2N=CNC2)C=2C=NC=CC2 N-[4-methoxy-7-(pyridin-3-yl)-1H-1,3-benzodiazol-2-yl]-1H-imidazole-4-carboxamide